The molecule is a 3beta sterol that is 5alpha-androstane which is substituted by beta-hydroxy groups at positions 3 and 17 and by an alpha-hydroxy group at position 7. It has a role as a mammalian metabolite. It is a triol, a 7alpha-hydroxy steroid, a 3beta-sterol and a 17beta-hydroxy steroid. It derives from a 5alpha-androstane. C[C@]12CC[C@H]3[C@H]([C@@H]1CC[C@@H]2O)[C@@H](C[C@@H]4[C@@]3(CC[C@@H](C4)O)C)O